C(C)(C)(C)NC(C1=CC(=CC=C1)NC(C(C)C1=C(C=CC=C1)O)=O)=O N-tert-butyl-3-[2-(2-hydroxyphenyl)propionylamino]benzamide